(S)-1-(4-(7H-pyrrolo[2,3-d]pyrimidin-4-yl)piperazin-1-yl)-2-(4-chlorophenyl)-2-((S)-2-azaspiro[4.4]non-3-yl)ethan-1-one N1=CN=C(C2=C1NC=C2)N2CCN(CC2)C([C@H]([C@H]2NCC1(C2)CCCC1)C1=CC=C(C=C1)Cl)=O